[In].[Al].[Ag] silver-aluminum-indium